1-isopropenyl-4-vinylcyclohexane C(=C)(C)C1CCC(CC1)C=C